(3-(chloromethyl)benzoyl)-2-methyl-[1,1'-biphenyl] ClCC=1C=C(C(=O)C=2C(=C(C=CC2)C2=CC=CC=C2)C)C=CC1